ClC=1C(=CC(=C(C1)NC(C1=CC(=CC=C1)[N+](=O)[O-])=O)C)C(C#N)C1=CC=C(C=C1)Cl N-(5-chloro-4-((4-chlorophenyl)(cyano)methyl)-2-methylphenyl)-3-nitrobenzamide